O=C1N(C=CC(N1)=O)[C@H]1[C@@H]([C@@H]([C@H](O1)C(=O)O)O)OC (2S,3S,4R,5R)-5-(2,4-dioxo-3,4-dihydropyrimidin-1(2H)-yl)-3-hydroxy-4-methoxytetrahydrofuran-2-carboxylic acid